benzene-1,3-diboronic acid C1(=CC(=CC=C1)B(O)O)B(O)O